5-(trifluoromethyl)tetrahydrofuran-2-carboxamide FC(C1CCC(O1)C(=O)N)(F)F